(2R,3S)-2-(3-(4,5-difluoro-1H-benzo[d]imidazol-1-yl)propyl)piperidin-3-ol FC1=C(C=CC=2N(C=NC21)CCC[C@H]2NCCC[C@@H]2O)F